C(C1=CC=CC=C1)OC1CC2(C1)N(CCC2)S(=O)C(C)(C)C 2-(benzyloxy)-5-(tert-butylsulfinyl)-5-azaspiro[3.4]octane